[Cl-].[Cl-].C[Si](=[Zr+2](C1C(=CC2=C(C=3CCCC3C=C12)C1=CC(=CC(=C1)C(C)(C)C)C(C)(C)C)C)C1C(=CC2=C(C=3CCCC3C=C12)C1=CC(=CC(=C1)C(C)(C)C)C(C)(C)C)C)C rac-dimethylsilanediylbis[2-methyl-4-(3,5-ditertbutylphenyl)-1,5,6,7-tetrahydro-s-indacen-1-yl]zirconium dichloride